C1(CCC1)CNC1CN(CCC1(F)F)C=1N=NC(=CC1)CN1N=NC(=C1)C=1C=NC=C(C1)OC N-(cyclobutylmethyl)-4,4-difluoro-1-(6-((4-(5-methoxypyridin-3-yl)-1H-1,2,3-triazol-1-yl)methyl)pyridazin-3-yl)piperidin-3-amine